N[C@H](C(=O)NC1=CC=C(C=C1)C=1C(=[N+](C=CC1C(F)(F)F)[O-])C)C1C[C@H]2C[C@H]2C1 3-(4-((S)-2-amino-2-((1R,3s,5S)-bicyclo[3.1.0]hexan-3-yl)acetamido)phenyl)-2-methyl-4-(trifluoromethyl)pyridine 1-oxide